N1-(5,9-diphenyl-5,9-diaza-13b-boranaphtho[3,2,1-de]anthracen-3-yl)-N1,N3,N3-triphenylbenzene-1,3-diamine C1(=CC=CC=C1)N1C=2C=C(C=CC2B2C3=C1C=CC=C3N(C=3C=CC=CC23)C2=CC=CC=C2)N(C2=CC(=CC=C2)N(C2=CC=CC=C2)C2=CC=CC=C2)C2=CC=CC=C2